FC=1C=CC(=NC1)C1=NN(C=C1C1=CC=NC2=CC=CN=C12)C 4-[3-(5-fluoro-2-pyridinyl)-1-methyl-pyrazol-4-yl]-1,5-naphthyridine